(6-ethoxypyridin-2-yl)methanone C(C)OC1=CC=CC(=N1)C=O